CNC1=NC(N(C2=CC=CC=C12)C=1C(=NC=CC1)C)=O 4-(methylamino)-1-(2-methylpyridin-3-yl)quinazolin-2(1H)-one